NCC1(CC=C(C=C1)O)[N+](=O)[O-] p-aminomethyl-p-nitrophenol